methyl 5-(5-{[(4R)-4-{[2-amino-6-(morpholin-4-yl)-1,3-benzodiazol-1-yl] methyl} pentyl] oxy}-1-methylpyrazol-4-yl)-1-methyl-6-oxopyridine-3-carboxylate NC1=NC2=C(N1C[C@@H](CCCOC1=C(C=NN1C)C1=CC(=CN(C1=O)C)C(=O)OC)C)C=C(C=C2)N2CCOCC2